7-(3,3-Difluorocyclobutoxy)-N-(1-(difluoromethyl)-2-oxo-1,2-dihydropyridin-3-yl)-2-(1-methyl-2-oxabicyclo[2.1.1]hexan-4-yl)imidazo[1,2-a]pyridine-6-carboxamide FC1(CC(C1)OC1=CC=2N(C=C1C(=O)NC=1C(N(C=CC1)C(F)F)=O)C=C(N2)C21COC(C2)(C1)C)F